BrC1=CC=C2C(C(N(C2=C1)C)=O)(CC(=O)C1=CC2=CC=CC=C2C=C1)O 6-bromo-3-hydroxy-1-methyl-3-(2-(naphthalen-2-yl)-2-oxoethyl)indol-2-one